nonacen-2-ol C1=C(C=CC2=CC3=CC4=CC5=CC6=CC7=CC8=CC9=CC=CC=C9C=C8C=C7C=C6C=C5C=C4C=C3C=C12)O